pyridine-5-carbonitrile trifluoroacetate FC(C(=O)O)(F)F.N1=CC=CC(=C1)C#N